N1(CCCCC1)CCCCC(=O)O 5-(piperidin-1-yl)pentanoic acid